C(C)OC1=NC=CC(=C1)S(=O)(=O)N1CC2(CCC2)CC1C 6-((2-Ethoxypyridin-4-yl)sulfonyl)-7-methyl-6-azaspiro[3.4]octane